4-(6-(3-fluorophenyl)imidazo[1,5-a]Pyrazin-3-yl)benzoic acid FC=1C=C(C=CC1)C=1N=CC=2N(C1)C(=NC2)C2=CC=C(C(=O)O)C=C2